vitamin C cesium [Cs].OC=1[C@H](OC(C1O)=O)[C@H](CO)O